ClC1=CN=C2C(=N1)N(N=C2)CC=2C=NC=C(C2)F 6-chloro-1-((5-fluoropyridin-3-yl)methyl)-1H-pyrazolo[3,4-b]pyrazine